FC1=C(C=CC=C1CS(=O)(=O)C)CC=1C(OC2=CC(=CC=C2C1C)OC1=NC=CC=C1F)=O 3-[[2-fluoro-3-(methylsulfonylmethyl)phenyl]methyl]-7-[(3-fluoro-2-pyridinyl)oxy]-4-methyl-chromen-2-one